N-((R)-2-cyano-1-(4-(ethylsulfonyl)phenyl)ethyl)-4-((2R,5S)-2-(ethoxymethyl)-5-(4-(trifluoromethyl)phenyl)piperidin-1-yl)benzamide C(#N)C[C@H](C1=CC=C(C=C1)S(=O)(=O)CC)NC(C1=CC=C(C=C1)N1[C@H](CC[C@H](C1)C1=CC=C(C=C1)C(F)(F)F)COCC)=O